COC1=CC(=NC=C1)NC(OC(C)(C)C)=O tert-butyl (4-methoxypyridin-2-yl)carbamate